butanoic acid-2-methylpropan-2-yl ester CC(C)(C)OC(CCC)=O